CC1=NN=CN1C=1C=C(C=2C=NNC2C1)NCCOCCCCNCC=1NC2=CC=C(C=C2C1)C(F)(F)F 6-(3-methyl-4H-1,2,4-triazol-4-yl)-N-(2-(4-(((5-(trifluoromethyl)-1H-indol-2-yl)methyl)amino)butoxy)ethyl)-1H-indazol-4-amine